CC1(CCCCC1)C 5,5-dimethylcyclohexane